C(C)(C)(CCC)S tert-hexyl mercaptan